1-((1-(2,3-difluoro-4-(isoxazol-4-yl)phenyl)piperidin-4-yl)methyl)pyrrolidine FC1=C(C=CC(=C1F)C=1C=NOC1)N1CCC(CC1)CN1CCCC1